3-azido-4-(2-fluoro-4-trifluoromethyl-phenyl)-tetrahydro-pyran-4-ol N(=[N+]=[N-])C1COCCC1(O)C1=C(C=C(C=C1)C(F)(F)F)F